(S)-N-(5-(3-carbamoyl-4-chlorophenyl)thiazol-2-yl)-1-cyanopyrrolidine-3-carboxamide C(N)(=O)C=1C=C(C=CC1Cl)C1=CN=C(S1)NC(=O)[C@@H]1CN(CC1)C#N